N-(4-(4-(3-(3-(tert-butyl)-1-phenyl-1H-pyrazol-5-yl)ureido)-3-(methylthio)phenoxy)pyridin-2-yl)-2-(methylamino)acetamide dihydrochloride Cl.Cl.C(C)(C)(C)C1=NN(C(=C1)NC(NC1=C(C=C(OC2=CC(=NC=C2)NC(CNC)=O)C=C1)SC)=O)C1=CC=CC=C1